C(#N)C1=NC2=CC(=CC(=C2N=C1N1CCC(CC1)(F)F)C(C)NC1=C(C(=O)O)C=CC=C1)OC 2-((1-(2-cyano-3-(4,4-difluoropiperidin-1-yl)-7-methoxyquinoxalin-5-yl)ethyl)amino)benzoic acid